OC=1C=C2CC[C@@H]([C@@H](C2=CC1)C1=CC=C(C=C1)N1CCC2(CC1)CCC(CC2)=O)C2=CC=CC=C2 3-(4-((1R,2S)-6-hydroxy-2-phenyl-1,2,3,4-tetrahydronaphthalen-1-yl)phenyl)-3-azaspiro[5.5]undecan-9-one